NCCOCCOCCC(=O)NC1=C(C=CC=C1)CNC=1SC(=C(N1)C)C 3-(2-(2-Aminoethoxy)ethoxy)-N-(2-(((4,5-dimethylthiazol-2-yl)amino)methyl)phenyl)propanamide